FC(S(=O)(=O)O\C(=C/C(=O)OCC1=CC=CC=C1)\C)(F)F benzyl (Z)-3-(((trifluoromethyl) sulfonyl)oxy)but-2-enoate